6-Fluoro-N-((3-(4-fluorophenyl)azetidin-3-yl)methyl)-2-(trifluoromethyl)quinolin-4-amine FC=1C=C2C(=CC(=NC2=CC1)C(F)(F)F)NCC1(CNC1)C1=CC=C(C=C1)F